4-(4,4,5,5-tetramethyl-1,3,2-dioxaborolan-2-yl)phenoxy acetate C(C)(=O)OOC1=CC=C(C=C1)B1OC(C(O1)(C)C)(C)C